COC(=O)[C@]1(C[C@H]2[C@@]3(CC[C@]4(C5=CC(C(C(C5=CC=C4[C@]3(CC[C@]2(CC1)C)C)(C)O)=O)=O)C)C)C (2R,4aS,6aS,12bR,14aS,14bR)-9-hydroxy-2,4a,6a,9,12b,14a-hexamethyl-10,11-dioxo-1,2,3,4,4a,5,6,6a,9,10,11,12b,13,14,14a,14b-hexadecahydropicene-2-carboxylic acid methyl ester